2,2,4-trimethylpentan-3-yl 3-oxobutanoate O=C(CC(=O)OC(C(C)(C)C)C(C)C)C